C(C)(C)(C)OC(=O)N[C@H](C(=O)O)CCC(C)(C)C (S)-2-((tert-Butoxycarbonyl)amino)-5,5-dimethylhexanoic acid